2-((6-bromo-4-methylpyridin-3-yl)amino)-5-ethyl-8-(tetrahydro-2H-pyran-4-yl)pyrido[2,3-d]pyrimidin-7(8H)-one BrC1=CC(=C(C=N1)NC=1N=CC2=C(N1)N(C(C=C2CC)=O)C2CCOCC2)C